2-amino-3-cyano-4-(4-bromophenyl)-6-methyl-4H-pyran-5-carboxylic acid methyl ester COC(=O)C=1C(C(=C(OC1C)N)C#N)C1=CC=C(C=C1)Br